1,3-dichloro-5-bromobenzene ClC1=CC(=CC(=C1)Br)Cl